C(C)(C)(C)C1=CC=C(C=C1)S(=O)(=O)N1C[C@H](OCC1)C1=CSC2=C1C=CC=C2 |r| rac-3-[4-(4-tert-butylphenyl)sulfonylmorpholin-2-yl]benzothiophene